BrC=1C(=C(C=CC1)C1=C(C(=NC=C1)Cl)Cl)F 4-(3-bromo-2-fluorophenyl)-2,3-dichloropyridine